2-[METHYL(PYRIDIN-2-YLMETHYL)AMINO]ACETALDEHYDE CN(CC=O)CC1=NC=CC=C1